C1(CC1)[C@H](N[S@@](=O)C(C)(C)C)[C@H]1OC=CCC1 (S)-N-[(s)-cyclopropyl-[(2S)-3,4-dihydro-2H-pyran-2-yl]methyl]-2-methyl-propane-2-sulfinamide